4-(methoxycarbonyl)benzoic anhydride COC(=O)C1=CC=C(C(=O)OC(C2=CC=C(C=C2)C(=O)OC)=O)C=C1